ClC1=CC2=C(C=N1)C(=NN2C2=NC(=CC(=C2)OCC2COC2)[C@@]2(COCC2)OC)C (S)-6-Chloro-1-(6-(3-methoxytetrahydrofuran-3-yl)-4-(oxetan-3-ylmethoxy)pyridin-2-yl)-3-methyl-1H-pyrazolo[4,3-c]pyridine